CN1N=CC2=CC=C(C=C12)C(CCCC)S(=O)(=O)N (1-methyl-1H-indazol-6-yl)pentane-1-sulfonamide